3-tert-butyl-1,2,4-thiadiazole-5-carboxylic acid ethyl ester C(C)OC(=O)C1=NC(=NS1)C(C)(C)C